C(CCC)C1(C=CC=C1)[Zr](N(CC)C)(N(CC)C)N(C)CC (n-butylcyclopentadienyl)tris(ethylmethylamino)zirconium